6-((1-acryloyl-3-(3-chloro-2-methylphenyl)azetidin-3-yl)amino)-1,3,3-trimethylindolin-2-one C(C=C)(=O)N1CC(C1)(C1=C(C(=CC=C1)Cl)C)NC1=CC=C2C(C(N(C2=C1)C)=O)(C)C